3-Amino-3-[(4-ethoxy-4-oxobutan-2-yl)carbamoyl]propanoic acid NC(CC(=O)O)C(NC(C)CC(=O)OCC)=O